N1N=NC(=C1)CN1C(C2=CC=CC=C2C(=C1)C(C)N(C(=O)NC1=CC(=C(C=C1)F)Cl)C)=O 1-(1-(2-((1H-1,2,3-triazol-4-yl)methyl)-1-oxo-1,2-dihydroisoquinolin-4-yl)ethyl)-3-(3-chloro-4-fluorophenyl)-1-methylurea